FC1=CC=C(OC2=NC=C(C=O)C=C2)C=C1 6-(4-fluorophenoxy)nicotinaldehyde